C(C)N(C(=O)C=1N(N=CC1)CC=1SC(=CC1)C1=NOC(=N1)C(F)(F)F)C N-ethyl-N-methyl-2-[[5-[5-(trifluoromethyl)-1,2,4-oxadiazol-3-yl]-2-thienyl]methyl]pyrazole-3-carboxamide